Cl.NC\C=C(\CN1N=NC2=C1C=C(C=C2C2=CC(=CC=C2)S(N(C)C)(=O)=O)C(=O)OC)/F methyl (Z)-1-(4-amino-2-fluoro-but-2-en-1-yl)-4-(3-(N,N-dimethylsulfamoyl) phenyl)-1H-benzo[d][1,2,3]triazole-6-carboxylate hydrochloride